OC1=CC=C(C=C1)C1(CC(CCC1)C)C1=CC=C(C=C1)O 4-[1-(4-hydroxyphenyl)-3-methylcyclohexyl]phenol